FC=1C=C(C(=C(NC2=CC(=C(C=C2)F)C)C1)C#CC1CCOCC1)OC 5-fluoro-N-(4-fluoro-3-methyl-phenyl)-3-methoxy-2-(2-tetrahydropyran-4-ylethynyl)aniline